2-methyl-6-(3-methyl-1-benzofuran-5-yl)-N-[(1S)-1-[5-(1H-pyrazol-4-yl)pyridin-3-yl]ethyl]pyrimidin CC1N(C(=CC=N1)C=1C=CC2=C(C(=CO2)C)C1)[C@@H](C)C=1C=NC=C(C1)C=1C=NNC1